2-(2-fluoroethyl)-N-(6-(5-methyl-1,3,4-thiadiazol-2-yl)isoquinolin-3-yl)-2-azaspiro[3.3]heptane-6-carboxamide FCCN1CC2(C1)CC(C2)C(=O)NC=2N=CC1=CC=C(C=C1C2)C=2SC(=NN2)C